C(=O)O[C-]1C=CC=C1.[CH-]1C=CC=C1.[Fe+2] ferrocenyl formate